tert-butyl 3-[[1-[[1-[2-(2,6-dioxo-3-piperidyl)-1,3-dioxo-isoindolin-5-yl]-4-piperidyl]methyl]-4-piperidyl]oxy]azetidine-1-carboxylate O=C1NC(CCC1N1C(C2=CC=C(C=C2C1=O)N1CCC(CC1)CN1CCC(CC1)OC1CN(C1)C(=O)OC(C)(C)C)=O)=O